(E)-2-(1-(3-oxo-5-phenylpent-1-en-1-yl)cyclopropyl)isoindoline-1,3-dione O=C(/C=C/C1(CC1)N1C(C2=CC=CC=C2C1=O)=O)CCC1=CC=CC=C1